ONC(C(=CCCC=C(C(=O)NO)C)C)=O N,N'-dihydroxyethylene-bismethacrylamide